COC=1C=C(C=CC1)C1=NN=C(C2=C1CN(C2)C#N)C=2C=NN(C2)C 1-(3-methoxyphenyl)-4-(1-methyl-1H-pyrazol-4-yl)-5,7-dihydro-6H-pyrrolo[3,4-d]pyridazine-6-carbonitrile